OC=1C=C(C(=O)NCCCCCCCC(=O)[O-])C=CC1.OCC[N+](C)(C)C 2-hydroxy-N,N,N-trimethyl-ethylammonium 8-(3-hydroxybenzoylamino)octanoate